C(C1=CC=CC=C1)N1C(N(C(C(=C1)I)=O)CC1=CC=CC=C1)=O 1,3-dibenzyl-5-iodopyrimidine-2,4(1H,3H)-dione